Octadeca-6,11-dienoic acid C(CCCCC=CCCCC=CCCCCCC)(=O)O